5-chloro-1-(1-(oxetan-3-yl)piperidin-4-yl)-1H-pyrazol-4-amine ClC1=C(C=NN1C1CCN(CC1)C1COC1)N